C(=O)=C1NC(CCC1N1C(C2=CC=CC(=C2C1=O)/C=N/N1CCCCC1)=O)=C=O (E)-2-(2,6-dicarbonylpiperidin-3-yl)-4-((piperidin-1-ylimino)methyl)isoindoline-1,3-dione